O1CCN(CC1)C1=CC=C(CNC=2SC=CN2)C=C1 N-(4-morpholinobenzyl)thiazol-2-amine